2-(difluoromethyl)-5-(2-((m-tolyloxy)methyl)imidazo[1,2-a]pyridin-7-yl)-1,3,4-oxadiazole FC(C=1OC(=NN1)C1=CC=2N(C=C1)C=C(N2)COC=2C=C(C=CC2)C)F